Chloromethyl 3-(2-(dimethylamino) ethyl)-5-methoxy-1H-indole-1-carboxylate formate C(=O)O.CN(CCC1=CN(C2=CC=C(C=C12)OC)C(=O)OCCl)C